CC=1C=C(C=CC1[N+](=O)[O-])N1CCCCC1 1-(3-methyl-4-nitrophenyl)piperidine